CN(C1=NC(=NC2=CC=CC=C12)C)C=1C=C2C=CN(C2=NC1)C N,2-dimethyl-N-(1-methyl-7-azaindol-5-yl)quinazolin-4-amine